2-{[2-(diethylamino)ethyl]amino}acetic acid dihydrochloride Cl.Cl.C(C)N(CCNCC(=O)O)CC